C(C1=CC=CC=C1)(=O)OCCCC=O 4-benzoyloxy-butyraldehyde